C[C@H]1NC(C2=C(C=3C=4C=CC(=NC4C=CC3S2)C2=CC(=NC(=C2)C=C)C)NC1)=O (R)-10-methyl-3-(2-methyl-6-vinylpyridin-4-yl)-9,10,11,12-tetrahydro-8H-[1,4]diazepino[5',6':4,5]thieno[3,2-f]quinolin-8-one